2-{3-[(3R,5S)-3-ethyl-5-methylpiperazin-1-yl]-1,2,4-triazin-6-yl}-5-(1,2,4-thiadiazol-5-yl)phenol C(C)[C@@H]1CN(C[C@@H](N1)C)C=1N=NC(=CN1)C1=C(C=C(C=C1)C1=NC=NS1)O